S1N=C(C=C1)CN1[C@H]2CC(C[C@@H]1CC2)NC(=O)C2=CC=C1C=CNC1=C2 N-((1R,3s,5S)-8-(isothiazol-3-ylmethyl)-8-azabicyclo[3.2.1]oct-3-yl)-1H-indole-6-carboxamide